12-(N-ethylamino)dodecane C(C)NCCCCCCCCCCCC